(1s,4s)-4-(8-(3-chloro-2-fluorophenylamino)-2-(4,4-difluorocyclohexylamino)-9H-purin-9-yl)cyclohexanecarboxamide ClC=1C(=C(C=CC1)NC=1N(C2=NC(=NC=C2N1)NC1CCC(CC1)(F)F)C1CCC(CC1)C(=O)N)F